(S)-6-cyclohexyl-3-(1-hydroxy-prop-2-yl)-8-(pyridin-3-yl)pyrido[3,4-d]pyrimidin-4(3H)-one C1(CCCCC1)C1=CC2=C(N=CN(C2=O)[C@H](CO)C)C(=N1)C=1C=NC=CC1